4-(ethylamino)-5-fluoropyrimidin C(C)NC1=NC=NC=C1F